BrC1=NC(=CC2=CC=CC(=C12)F)N(CC1=CC=C(C=C1)OC)CC1=CC=C(C=C1)OC 1-bromo-8-fluoro-N,N-bis[(4-methoxyphenyl)methyl]isoquinolin-3-amine